C(C1=CC=CC=C1)NCCCCCCNCC1=CC=CC=C1 N,N'-Dibenzyl-1,6-hexandiamin